[4,5'-bibenzo[d][1,3]dioxole]-6-carboxamid O1COC2=C1C=C(C=C2C2=CC1=C(OCO1)C=C2)C(=O)N